CC(CC1=C(C=CC=C1)[N+](=O)[O-])(CC1=CC=CC=C1)C 2,2-dimethyl-1-(2-nitrophenyl)-3-phenylpropane